BrC1=C(C=C(NC2=NC=C(C(=N2)NC2C(CCCC2)C#N)C)C=C1C(F)(F)F)CO 2-[[2-[4-bromo-3-(hydroxymethyl)-5-(trifluoromethyl)anilino]-5-methyl-pyrimidin-4-yl]amino]cyclohexanecarbonitrile